C(C)(=O)C1=NN(C2=CC=C(C=C12)C=1C=C2C=NC=NC2=CC1)CC(=O)O (3-acetyl-5-(quinazolin-6-yl)-1H-indazol-1-yl)acetic acid